tert-butyl (S)-4-(5-(8-chloronaphthalen-1-yl)-3,4-dihydro-2H-pyrano[2,3-f]quinazolin-10-yl)-2-(cyanomethyl)piperazine-1-carboxylate ClC=1C=CC=C2C=CC=C(C12)C1=C2C(=C3C(=NC=NC3=C1)N1C[C@@H](N(CC1)C(=O)OC(C)(C)C)CC#N)OCCC2